O[C@@H]1C[C@H](N(C1)C([C@H](C(C)(C)C)NC(CCCCCCCNC(OC(C)(C)C)=O)=O)=O)C(N[C@@H](C)C1=CC=C(C=C1)C1=C(N=CS1)C)=O tert-butyl (8-(((S)-1-((2S,4R)-4-hydroxy-2-(((S)-1-(4-(4-methylthiazol-5-yl)phenyl)ethyl)carbamoyl)pyrrolidin-1-yl)-3,3-dimethyl-1-oxobutan-2-yl)amino)-8-oxooctyl)carbamate